C(C)(C)(C)OC(=O)NC=1SC2=C(N1)C(=C(C=C2F)F)OB(O)O [2-(tert-butoxycarbonylamino)-5,7-difluoro-1,3-benzothiazol-4-yl]boric acid